OCC[N+](C)(C)C.P([O-])(=O)(OP(=O)([O-])[O-])OC[C@@H]1[C@H]([C@H]([C@@H](O1)N1C(=O)N=C(N)C=C1)O)O.C(C)(C)C(CS(=O)(=O)PC1=C(C(=C(C(=C1F)F)F)F)F)(C(C)C)C(C)C.OCC[N+](C)(C)C.OCC[N+](C)(C)C triisopropylethylsulfonyl-(pentafluorophenyl)phosphine Cytidine-5'-diphosphate Choline